C1(CC1)N(C(OC(C)(C)C)=O)C1=C(C=C(C=C1)[N+](=O)[O-])F tert-butyl cyclopropyl(2-fluoro-4-nitrophenyl)-carbamate